[Nd].[Sc].[Lu].FC=1C(=CC2=C(N=C(S2)C)C1)C(C)=O 1-(5-fluoro-2-methylbenzo[d]thiazol-6-yl)ethan-1-one lutetium scandium neodymium